tert-butyl N-[(2-{4-[4-cyano-2-(4-methyl-1,2,4-triazol-3-yl) phenyl]-6-cyclopropylpyridin-2-yl}-3-oxo-7-(trifluoromethyl)-1H-isoindol-5-yl) methyl]-N-methylcarbamate C(#N)C1=CC(=C(C=C1)C1=CC(=NC(=C1)C1CC1)N1CC2=C(C=C(C=C2C1=O)CN(C(OC(C)(C)C)=O)C)C(F)(F)F)C1=NN=CN1C